BrC=1C=C(C(=NC1)CO)CO [5-bromo-2-(hydroxymethyl)-3-pyridyl]methanol